ClC=1C=C(C=CC1F)[C@H](NC(=O)N1[C@@H](C(NCC1)=O)C)C1=NC(=CC=C1)C(F)(F)F (2R)-N-((S)-(3-chloro-4-fluorophenyl)(6-(trifluoro-methyl)pyridin-2-yl)methyl)-2-methyl-3-oxopiperazine-1-carboxamide